benzyloxymethyl-2-hydroxy-6-oxo-6-(4-tritylpiperazin-1-yl)hexanal C(C1=CC=CC=C1)OCC(C=O)(CCCC(N1CCN(CC1)C(C1=CC=CC=C1)(C1=CC=CC=C1)C1=CC=CC=C1)=O)O